(R)-1-trityl-aziridine-2-carbaldehyde C(C1=CC=CC=C1)(C1=CC=CC=C1)(C1=CC=CC=C1)[N@]1C(C1)C=O